methylbenzoyl-(3-bromo-4-methylphenyl)amine CN(C1=CC(=C(C=C1)C)Br)C(C1=CC=CC=C1)=O